C(C)OC(=O)C1=C(N=C(S1)NC1=NC(=CC(=N1)N1CC(NCC1)=O)NCN1S(C2=C(C1=O)C=CC=C2)(=O)=O)C 2-[[4-[3-oxo-1-piperazinyl]-6-[[(1,1-dioxido-3-oxo-1,2-benzisothiazol-2(3H)-yl)methyl]amino]-2-pyrimidinyl]amino]-4-methyl-5-thiazolecarboxylic acid ethyl ester